4-tert-butyl-3-methylbenzenethiol C(C)(C)(C)C1=C(C=C(C=C1)S)C